OCCCC1CC=CN2CCCNC2C1 5-hydroxypropyl-1,8-diazabicyclo[5.4.0]-undecene